CC1=CC(=CC=C1C(=O)N)N1CCNCC1 6-methyl-4-(piperazin-1-yl)benzamide